OC[C@@H](C(C)(C)C)N1C=C(C(C=C1)=O)C(=O)OCC ethyl (R)-1-(1-hydroxy-3,3-dimethylbutan-2-yl)-4-oxo-1,4-dihydropyridine-3-carboxylate